4-[[(1S)-2-hydroxy-1-phenyl-ethyl]amino]-2-(3-methyl-4-methylsulfonyl-anilino)-pyrimidine-5-carboxamide OC[C@H](C1=CC=CC=C1)NC1=NC(=NC=C1C(=O)N)NC1=CC(=C(C=C1)S(=O)(=O)C)C